tert-Butyl (S)-((1-(2-chloro-6-(2,2-difluorovinyl)-3-(4-fluoro-2-methoxyphenoxy)phenyl)piperidin-3-yl)methyl)carbamate ClC1=C(C(=CC=C1OC1=C(C=C(C=C1)F)OC)C=C(F)F)N1C[C@@H](CCC1)CNC(OC(C)(C)C)=O